(3-(8-amino-6-(trifluoromethyl)imidazo[1,2-a]pyrazin-3-yl)-4-methylphenyl)-3,3-difluoro-2-hydroxypropionamide NC=1C=2N(C=C(N1)C(F)(F)F)C(=CN2)C=2C=C(C=CC2C)C(C(=O)N)(C(F)F)O